N-[5-bromo-2-[[tert-butyl(dimethyl)silyl]oxymethyl]-4-fluorophenyl]-6-fluoropyrazolo[1,5-a]pyridine-3-carboxamide BrC=1C(=CC(=C(C1)NC(=O)C=1C=NN2C1C=CC(=C2)F)CO[Si](C)(C)C(C)(C)C)F